C1(=CC=CC=C1)C1=NNC2=NC=CC(=C21)C2=CC=C(C=C2)CO [4-(3-phenyl-1H-pyrazolo[3,4-b]pyridin-4-yl)phenyl]methanol